2-allyl-2-benzyloxy-1,3-propanediol C(C=C)C(CO)(CO)OCC1=CC=CC=C1